FC(C(C(C(C(C(C1=CC=C(N)C=C1)(F)F)(F)F)(F)F)(F)F)(F)F)(C1=CC=C(N)C=C1)F 4,4'-(perfluorohexane-1,6-diyl)dianiline